C[N+](CCCCCC)(C)C N,N,N-trimethyl-N-hexylammonium